FC=1C=2N(C=C(C1)NC(=O)C=1C=CC(=C3N=CC(=NC13)OC)N1CC(CC1)N(C(OC(C)(C)C)=O)C)C=C(N2)C tert-butyl N-{1-[8-({8-fluoro-2-methylimidazo[1,2-a]pyridin-6-yl} carbamoyl)-2-methoxyquinoxalin-5-yl]pyrrolidin-3-yl}-N-methylcarbamate